2-methyl-2-(methylsulfonyl)-4-(2-oxo-4-phenylpyridin-1(2H)-yl)-N-((tetrahydro-2H-pyran-2-yl)oxy)butanamide CC(C(=O)NOC1OCCCC1)(CCN1C(C=C(C=C1)C1=CC=CC=C1)=O)S(=O)(=O)C